tert-butyl 4-[[3-methyl-4-(4,4,5,5-tetramethyl-1,3,2-dioxaborolan-2-yl)pyrazol-1-yl]methyl]piperidine-1-carboxylate CC1=NN(C=C1B1OC(C(O1)(C)C)(C)C)CC1CCN(CC1)C(=O)OC(C)(C)C